CC1=CN=C2N1C=C(C=N2)C=2C=CN1N=C(N=CC12)N[C@@H]1C[C@H](C1)N1CCN(CC1)C 5-(3-methylimidazo[1,2-a]pyrimidin-6-yl)-N-(trans-3-(4-methylpiperazin-1-yl)cyclobutyl)pyrrolo[2,1-f][1,2,4]triazin-2-amine